N-[1-(difluoromethyl)-1H-pyrazol-4-yl]-1-[4-fluoro-2-(2,2,2-trifluoroethoxy)phenyl]-2-oxo-1,2-dihydropyridine-3-carboxamide FC(N1N=CC(=C1)NC(=O)C=1C(N(C=CC1)C1=C(C=C(C=C1)F)OCC(F)(F)F)=O)F